CC1=C(C(=O)NC2(CC2)C2=CC(=CC3=CC=CC=C23)CCC)C=C(C=C1)OCC1N(CC1)C 2-Methyl-5-((1-methylazetidin-2-yl)methoxy)-N-(1-(3-propylnaphthalen-1-yl)cyclopropyl)benzamide